COC1C(C)O1 3-epoxypropyl methyl ether